4-amino-N-(1-(4-hydroxycyclohexyl)-7-methyl-benzimidazol-2-yl)-5-[methyl(pyrimidin-2-yl-methyl)amino]thiophene-2-carboxamide NC=1C=C(SC1N(CC1=NC=CC=N1)C)C(=O)NC1=NC2=C(N1C1CCC(CC1)O)C(=CC=C2)C